[31Si] The molecule is the radioactive isotope of silicon with relative atomic mass 30.975363, half-life of 2.62 hours and nuclear spin (3)/2.